3-amino-3-(2-chlorophenyl)-5-hydroxytetrahydro-4H-pyran-4-one hydrochloride Cl.NC1(COCC(C1=O)O)C1=C(C=CC=C1)Cl